2,4-diisocyanato-1-methyl-cyclohexane N(=C=O)C1C(CCC(C1)N=C=O)C